O=C1N(CC2=CC(=CC=C12)N1CCC(CC1)OC1=CC(=CC=C1)S(=O)(=O)N1CCC(CC1)NC1=NC=C(C=N1)C(F)(F)F)C1C(NC(CC1)=O)=O 3-(1-oxo-5-(4-(3-((4-((5-(trifluoromethyl)-pyrimidin-2-yl)amino)piperidin-1-yl)sulfonyl)phenoxy)piperidin-1-yl)isoindolin-2-yl)piperidine-2,6-dione